4-[[(7S)-1-[2-[(1S)-1-(2,2-difluoro-1,3-benzodioxol-5-yl)propoxy]-4-pyridinyl]-3-(trifluoromethyl)-4,5,6,7-tetrahydroindazol-7-yl]oxy]benzoic acid FC1(OC2=C(O1)C=CC(=C2)[C@H](CC)OC2=NC=CC(=C2)N2N=C(C=1CCC[C@@H](C21)OC2=CC=C(C(=O)O)C=C2)C(F)(F)F)F